(Z)-2-(2-(4-(4-(2,6-dimethoxy-4-(2-methyl-1-oxo-1,2-dihydro-2,7-naphthyridin-4-yl)benzyl)piperazine-1-carbonyl)phenyl)pyrrolidine-1-carbonyl)-3-(thiazol-2-yl)acrylonitrile COC1=C(CN2CCN(CC2)C(=O)C2=CC=C(C=C2)C2N(CCC2)C(=O)\C(\C#N)=C/C=2SC=CN2)C(=CC(=C1)C1=CN(C(C2=CN=CC=C12)=O)C)OC